C(#N)C1(CC1)C1=CC(=NC=C1)N1N=CC(=C1)S(=O)(=O)NC=1C(=CC=C2C=NN(C12)C)OC 1-(4-(1-CYANOCYCLOPROPYL)PYRIDIN-2-YL)-N-(6-METHOXY-1-METHYL-1H-INDAZOL-7-YL)-1H-PYRAZOLE-4-SULFONAMIDE